N-(3,4-dihydroxy-5-(4-chlorophenyl)-2-furyl)succinimide OC1=C(OC(=C1O)C1=CC=C(C=C1)Cl)N1C(CCC1=O)=O